5-Chloro-N-(3-chlorophenyl)-3-(N-(4-ethoxy-3-methoxyphenyl)-N-methylsulfamoyl)thiophene-2-carboxamide ClC1=CC(=C(S1)C(=O)NC1=CC(=CC=C1)Cl)S(N(C)C1=CC(=C(C=C1)OCC)OC)(=O)=O